OC1C(CCCC1)=O 2-hydroxycyclohexanone